imidazothiazinone S1(N=CC=C2C1=NC=N2)=O